5-({[(3-fluoro-2-pyridyl)cyclobutyl]methyl}amino)-1,3-thiazolo[5,4-d]pyrimidine-2-carboxylic acid FC=1C(=NC=CC1)C1(CCC1)CNC=1N=CC2=C(N1)SC(=N2)C(=O)O